Cl.Cl.C1(CCC1)OCC1CN(CCC1)C1CCNCC1 3-[(cyclobutyloxy)methyl]-1,4'-bipiperidine dihydrochloride